3-ethyl-7-((3-fluoro-1-(2-hydroxy-3-methoxypropyl)piperidin-4-yl)amino)thieno[2,3-c]pyridin C(C)C1=CSC2=C(N=CC=C21)NC2C(CN(CC2)CC(COC)O)F